C(C1=CC=CC=C1)N1C2=C(C=3C=CC=CC13)CN(CC2)C 5-Benzyl-2-methyl-3,4-dihydro-1H-pyrido[4,3-b]indole